NC(C(=O)O)(C)C1CC1 2-AMINO-2-CYCLOPROPYLPROPIONIC ACID